S1(C=CC=C1)=O thiopheneOne